5,5-difluoro-3-methanesulfonyl-1-(2-methylpropyloxy)-4H,5H,6H-cyclopenta[c]thiophen-4-ol FC1(C(C=2C(=C(SC2S(=O)(=O)C)OCC(C)C)C1)O)F